O=C1C(=CC=2C=CC=C3CCCN1C23)CC2=CC=CC3=C2OCC(N3)=O 8-((5-oxo-2,3-dihydro-1H,5H-pyrido[3,2,1-ij]quinolin-6-yl)methyl)-2H-benzo[b][1,4]oxazin-3(4H)-one